Cl[P-](Cl)(Cl)(Cl)(Cl)Cl Hexachlorophosphate